tert-butyl 2-(2-methoxy-3-nitrophenyl)-1H-pyrrole-1-carboxylate COC1=C(C=CC=C1[N+](=O)[O-])C=1N(C=CC1)C(=O)OC(C)(C)C